Diethyl-phosphonoacetic acid tert-butyl ester C(C)(C)(C)OC(C(P(=O)(O)O)(CC)CC)=O